C(C)C1=C(C=CC2=C1C(=C1C=NN(C1=C2)S(=O)(=O)C(F)(F)F)B(O)O)F (5-ethyl-6-fluoro-1-((trifluoromethyl)sulfonyl)-1H-benzo[f]indazol-4-yl)boronic acid